potassium (3-oxabicyclo[4.1.0]heptan-6-yl)trifluoroborate salt C12COCCC2(C1)[B-](F)(F)F.[K+]